4-(3-(1-(5-fluoro-3-methylbenzofuran-2-yl)-2-methylpropyl)ureido)thiophene-2-carboxamide FC=1C=CC2=C(C(=C(O2)C(C(C)C)NC(NC=2C=C(SC2)C(=O)N)=O)C)C1